C(C)(C)N1CCN(CC1)C1=CC=C(C=C1)C1=C(CCC2=CC=CC=C12)C1=CC=CC=C1 Isopropyl-4-(4-(2-phenyl-3,4-dihydronaphthalen-1-yl)phenyl)piperazine